C(C)N(S(=O)(=O)C1CCOCC1)[C@@H](C(F)(F)F)C1=CC=C(C=C1)OC (R)-N-Ethyl-N-(2,2,2-trifluoro-1-(4-methoxyphenyl)ethyl)tetrahydro-2H-pyran-4-sulfonamide